4-(7-chloro-6-(6-methoxy-5-(methylsulfonyl)pyridin-3-yl)quinazolin-4-yl)piperazine-1-carboxylic acid tert-butyl ester C(C)(C)(C)OC(=O)N1CCN(CC1)C1=NC=NC2=CC(=C(C=C12)C=1C=NC(=C(C1)S(=O)(=O)C)OC)Cl